7-fluoro-6-(1-(6-(pyrimidin-5-yl)-imidazo[4,5-b]pyrazin-1-yl)-ethyl)-quinoline FC1=C(C=C2C=CC=NC2=C1)C(C)N1C=NC=2C1=NC(=CN2)C=2C=NC=NC2